tert-butyl N-({4-[2-(2-aminopyridin-3-yl)-5-(cyclopropylamino)imidazo[4,5-b]pyridin-3-yl]phenyl}methyl)carbamate NC1=NC=CC=C1C1=NC=2C(=NC(=CC2)NC2CC2)N1C1=CC=C(C=C1)CNC(OC(C)(C)C)=O